methylene-6-((5-isopropyl-1-propargylimidazol-4-yl)methylene)piperazine-2,5-dione C=C1C(NC(C(N1)=O)=CC=1N=CN(C1C(C)C)CC#C)=O